N1CC(OCC1)CNC(OC(C)(C)C)=O tert-butyl N-(morpholin-2-ylmethyl)carbamate